N(=C=O)CC1C2C(CC(C1)C2)CN=C=O 2,6-bis(isocyanato-methyl)bicyclo[2.2.1]heptane